O1COC2=C1C=CC(=C2)N2C(C(=C(C2=O)C(=O)C2CC2)O)C2=CC=CC=C2 1-(1,3-benzodioxol-5-yl)-4-mono(cyclopropanecarbonyl)-3-hydroxy-2-phenyl-2H-pyrrol-5-one